2-(4-chloro-3-fluorophenoxy)-N-(3-{[2-(4-chloro-3-fluorophenyl)-2-hydroxyethyl]amino}bicyclo[1.1.1]pentan-1-yl)acetamide ClC1=C(C=C(OCC(=O)NC23CC(C2)(C3)NCC(O)C3=CC(=C(C=C3)Cl)F)C=C1)F